N-(2-(5-chloro-2-methyl-1H-indol-3-yl)ethyl)-2-((4,6-dimethylpyridin-2-yl)amino)pyrimidine-5-carboxamide ClC=1C=C2C(=C(NC2=CC1)C)CCNC(=O)C=1C=NC(=NC1)NC1=NC(=CC(=C1)C)C